1-(4,4-difluorocyclohexyl)-5-methyl-3-nitro-1H-pyrazole FC1(CCC(CC1)N1N=C(C=C1C)[N+](=O)[O-])F